3-tertiary butyl-4-methoxyl-phenol C(C)(C)(C)C=1C=C(C=CC1OC)O